6-[3-[1-(4-methyl-1,2,4-triazol-3-yl)cyclobutyl]phenyl]-2-[(4,4,4-trifluorobutylamino)methyl]-4-(trifluoromethyl)-1H-pyrrolo[2,3-c]pyridin-7-one CN1C(=NN=C1)C1(CCC1)C=1C=C(C=CC1)N1C(C2=C(C(=C1)C(F)(F)F)C=C(N2)CNCCCC(F)(F)F)=O